ClC1=C(C(=CC(=C1)F)Cl)C1=C2C=CC=NC2=C(C=C1)C[C@@H](C(=O)OC)NC(C1=C(C=CC=C1F)F)=O Methyl (S)-3-(5-(2,6-dichloro-4-fluorophenyl)quinolin-8-yl)-2-(2,6-difluorobenzamido)propanoate